tert-butyl 4-((4-formyl-1H-indol-1-yl)methyl)piperidine-1-carboxylate C(=O)C1=C2C=CN(C2=CC=C1)CC1CCN(CC1)C(=O)OC(C)(C)C